BrC=1C=C2C=C(N=CC2=CC1)NC(=O)[C@@H]1CC[C@H](CC1)N1CCOCC1 trans-N-(6-bromo-3-isoquinolinyl)-4-morpholinyl-cyclohexanecarboxamide